ClC1=CC=C(C=C1)C1=CN=C(O1)NC=1C=CC(=NC1)C(N)=NO 5-((5-(4-chlorophenyl)oxazol-2-yl)amino)-N'-hydroxypicolinimidamide